ClC1=CC=C(C=C1)C=1N=C(SC1)CNC(=O)[C@]1(C=2C=CC=NC2[C@H](CC1)O)F (5S,8S)-N-((4-(4-chlorophenyl)thiazol-2-yl)methyl)-5-fluoro-8-hydroxy-5,6,7,8-tetrahydroquinoline-5-carboxamide